tert-butyl 2-(1-(4-(cyclopent-1-en-1-yl)thiophen-2-yl)cyclopropyl)-4-oxo-3,4,5,7,8,9-hexahydro-6H-pyrimido[5,4-c]azepine-6-carboxylate C1(=CCCC1)C=1C=C(SC1)C1(CC1)C=1NC(C=2CN(CCCC2N1)C(=O)OC(C)(C)C)=O